i-butyl-3-methylimidazolium tetrafluoroborate F[B-](F)(F)F.C(C(C)C)C=1NC=C[N+]1C